N-(3-((R)-2-ethoxypropionylamino)-2,4-difluorophenyl)benzamide C(C)O[C@@H](C(=O)NC=1C(=C(C=CC1F)NC(C1=CC=CC=C1)=O)F)C